C(C)(C)(C)N1N=C(C2=C1N=C(C=C2C(=O)NCCN(C)C)C2CC2)C 1-tert-butyl-6-cyclopropyl-N-[2-(dimethylamino)ethyl]-3-methyl-1H-pyrazolo[3,4-b]pyridine-4-carboxamide